N[C@@H]1CCCC12CCN(CC2)C=2N=C(C(=NC2CO)C2=C(C(N(C=C2)C)=O)Cl)C (R)-4-(5-(1-amino-8-azaspiro[4.5]dec-8-yl)-6-(hydroxymethyl)-3-methylpyrazin-2-yl)-3-chloro-1-methylpyridin-2(1H)-one